C1NCC2CN(CCC21)C(=O)OC(C)(C)C tert-butyl 1,2,3,3a,4,6,7,7a-octahydropyrrolo[3,4-c]pyridine-5-carboxylate